C(C)(=O)C=1C=C(C2=C(C(=CC=C2C1)F)C#C)C1=C(C=2N=C(N=C(C2C=N1)N1CC(CCCC1)NC(C=C)=O)OC[C@]1(N(C[C@@H](C1)F)C)C)F N-(1-(7-(3-acetyl-8-ethynyl-7-fluoronaphthalen-1-yl)-8-fluoro-2-(((2S,4R)-4-fluoro-1,2-dimethylpyrrolidin-2-yl)methoxy)pyrido[4,3-d]pyrimidin-4-yl)azepan-3-yl)acryl-amide